O=CC[C@@H](O)[C@H](O)[C@H](O)CO 2-Deoxy-d-mannose